2-(4-Nitrophenyl)tetrahydrothiophene 1,1-dioxide [N+](=O)([O-])C1=CC=C(C=C1)C1S(CCC1)(=O)=O